N-ethyl-benzoindole C(C)N1C=CC2=CC=C3C(=C12)C=CC=C3